sodium (2-butoxyethoxy) acetate C(C)(=O)OOCCOCCCC.[Na]